3-(Tetrahydrofuran-3-yl)benzyl chloride O1CC(CC1)C=1C=C(CCl)C=CC1